OC1=CC=C(C=C1)C1C=2C(=NC(C1)=O)N(NC2C)C=2C=CC=1N(N2)C=NN1 4-(4-hydroxyphenyl)-3-methyl-1-([1,2,4]triazolo[4,3-b]pyridazin-6-yl)-4,5-dihydro-2H-pyrazolo[3,4-b]pyridin-6-one